6-methoxy-2-methylquinazoline-4-thiol COC=1C=C2C(=NC(=NC2=CC1)C)S